C(C)OC(COC1=CC=C(C=C1)C12CC3(CC(CC(C1)C3)C2)C(=O)N2CC3=CC(=C(C=C3CC2)OC)OC)=O {4-[3-(6,7-Dimethoxy-3,4-dihydro-1H-isoquinoline-2-carbonyl)-adamantan-1-yl]-phenoxy}-acetic acid ethyl ester